C12CCCCCCCCCC(=CCC1)O2 15-Oxabicyclo-[9.3.1]pentadec-11-en